(R)-1-ethyl-N'-((2,4,5,6-tetrahydro-1H-cyclobuta[f]inden-3-yl)carbamoyl)-1H-pyrazole-3-sulfonimidamide C(C)N1N=C(C=C1)[S@@](=O)(N)=NC(NC1=C2C(=CC=3CCCC13)CC2)=O